FC1([C@H]2C[C@@H]([C@H]([C@@](C1)(N2)C)OC)N(C=2N=NC(=CN2)C=2C=C1C=CN=CC1=CC2O)C)F 6-(3-(((1R,2R,3S,5R)-6,6-difluoro-2-methoxy-1-methyl-8-azabicyclo[3.2.1]octan-3-yl)(methyl)amino)-1,2,4-triazin-6-yl)isoquinolin-7-ol